(5Z)-5-(benzylidene)-4-(4-(methylsulfonyl)phenyl)-3-phenylfuran-2(5H)-one C(/C1=CC=CC=C1)=C/1\C(=C(C(O1)=O)C1=CC=CC=C1)C1=CC=C(C=C1)S(=O)(=O)C